5,6,7,8-tetrahydro-chinolin-2-carboxylat N1=C(C=CC=2CCCCC12)C(=O)[O-]